lithium chloride, lithium salt [Li+].[Cl-].[Li+].[Cl-]